ClC1=CC=C(C(=N1)OC)OB(O)O (6-chloro-2-methoxypyridin-3-yl)boric acid